[[2-benzyloxy-2-(trifluoromethyl)pent-4-enoyl]amino]carbamate C(C1=CC=CC=C1)OC(C(=O)NNC([O-])=O)(CC=C)C(F)(F)F